[Si](C)(C)(C(C)(C)C)OC(C1=CN=C(O1)N1CCNCC1)C1=CC=CC=C1 5-(((tert-butyldimethylsilyl)oxy)(phenyl)methyl)-2-(piperazin-1-yl)oxazole